(Z)-2-(4-(1-cyano-2-(2-carboxyphenyl)vinyl)phenyl)-N-isobutylamine C(#N)\C(=C/C1=C(C=CC=C1)C(=O)O)\C1=CC=C(C=C1)C(CN)(C)C